FC1=C(C=CC(=C1F)OCC#C)C1=CN=C2N1C=CN=C2NC2=CC(=C(C=C2)C(=O)N2CCNCC2)C [4-[[3-(2,3-difluoro-4-prop-2-ynoxy-phenyl)imidazo[1,2-a]pyrazin-8-yl]amino]-2-methyl-phenyl]-piperazin-1-yl-methanone